3-(4-(5-(trifluoromethyl)-1,2,4-oxadiazol-3-yl)pyridin-2-yl)benzo[d]isoxazole FC(C1=NC(=NO1)C1=CC(=NC=C1)C1=NOC2=C1C=CC=C2)(F)F